[F-].C(C(C)O)O propylene glycol fluoride